3-N-Methyl-L-histidine CN1C=NC=C1C[C@H](N)C(=O)O